C1(=CC=CC=C1)NC1=CC=C(C=2C(C3=C(C=CC(=C3C(C12)=O)NC1=CC=CC=C1)NC1=CC=CC=C1)=O)NC1=CC=CC=C1 1,4,5,8-tetra(phenylamino)anthracene-9,10-dione